N1=C(C=NC=C1)CO 2-pyrazinylmethanol